1-{[2-(trifluoromethoxy)phenyl]carbonyl}piperidin FC(OC1=C(C=CC=C1)C(=O)N1CCCCC1)(F)F